COC=1C=CC=C(C1OC)CN1N=CC=C1 3,4-Dimethoxy-5-[(1H-pyrazol-1-yl)methyl]benzene